Cl.C(CCCCCCCCCC)(=O)N undecanamide hydrochloride